N-(3-(5-(4-chlorophenyl)-1H-pyrrolo[2,3-b]pyridine-3-carbonyl)-2,4-difluoro-phenyl)-1-(2-fluorophenyl)methanesulfonamide ClC1=CC=C(C=C1)C=1C=C2C(=NC1)NC=C2C(=O)C=2C(=C(C=CC2F)NS(=O)(=O)CC2=C(C=CC=C2)F)F